CC1=C(OC=C1)C DIMETHYLFURAN